tert-butyl 4-[2-(1,4-dioxaspiro[4.5]dec-7-en-8-yl)-5-(2-trimethylsilylethoxymethyl)pyrrolo[2,3-b]pyrazin-7-yl]-3,6-dihydro-2H-pyridine-1-carboxylate O1CCOC12CC=C(CC2)C=2N=C1C(=NC2)N(C=C1C=1CCN(CC1)C(=O)OC(C)(C)C)COCC[Si](C)(C)C